CN1CCN(CC1)C1=NC(=NC(=N1)N1N=CC=C1)N1CCCC1 2-(4-methylpiperazin-1-yl)-4-(1H-pyrazol-1-yl)-6-(pyrrolidin-1-yl)-1,3,5-triazine